[K].C1(CCC1)C(=O)N1CCC(CC1)S(=O)(=O)NC(NC1=C2CCCC2=CC=2CCCC12)=O 1-(Cyclobutanecarbonyl)-N-((1,2,3,5,6,7-hexahydro-s-indacen-4-Yl)carbamoyl)piperidine-4-sulfonamide, potassium salt